C(C1=CC=CC=C1)C([C@H](N)C(=O)O)C1=CC=C(C=C1)O β-Benzyl-L-tyrosine